C(C1=CC=CC=C1)OC(=O)NC1CC2(CN(C2)C(=O)OC(C)(C)C)C1 tert-butyl 6-(benzyloxycarbonylamino)-2-azaspiro[3.3]heptane-2-carboxylate